N(=[N+]=[N-])CCC1=CC2=C(NC=N2)C=C1CCCC 5-(2-azidoethyl)-6-butylbenzo[d][1,3]diazole